C(=O)(OC(C)(C)C)NC(=O)OC(C)(C)C N,N-diBocamine